(2R)-2-amino-N-benzyl-3-hydroxy-propionamide N[C@@H](C(=O)NCC1=CC=CC=C1)CO